(5-(6-(bis(2-((tert-butyldimethylsilyl)oxy)ethyl)amino)-1H-benzo[d]imidazol-2-yl)-1H-pyrrol-3-yl)(2-(trifluoromethyl)phenyl)methanone [Si](C)(C)(C(C)(C)C)OCCN(C=1C=CC2=C(NC(=N2)C2=CC(=CN2)C(=O)C2=C(C=CC=C2)C(F)(F)F)C1)CCO[Si](C)(C)C(C)(C)C